C(C(O)CO)C(C(C(C(=O)[O-])(CC(O)CO)CC(O)CO)(CC(O)CO)CC(O)CO)CCCCCCCCCCCCCC Pentaglycerylstearat